C(=O)(OCC1=CC=CC=C1)NC(C)(C(=O)O)C N-carbobenzyloxy-2-methyl-alanine